NC1=C(C(=C2N(C(CN(S2(=O)=O)CCC)C(=O)O)C1=O)C1=CC(=CC=C1)C(F)(F)F)CC1=CC=CC2=CC=CC=C12 7-amino-8-(naphthalen-1-ylmethyl)-6-oxo-2-propyl-9-(3-(trifluoromethyl)phenyl)-3,4-dihydro-2H,6H-pyrido[1,2-e][1,2,5]thiadiazine-4-carboxylic acid 1,1-dioxide